NC1=C(C=C(C(=N1)F)C=1C=CC(=C(C#N)C1)OC1CCNCC1)C=1C=C2CCNC(C2=CC1)=O 5-(6-amino-2-fluoro-5-(1-oxo-1,2,3,4-tetrahydroisoquinolin-6-yl)pyridin-3-yl)-2-(piperidin-4-yloxy)benzonitrile